COCCNC(=O)C=1SC=C(C1NC(C[N+]1(CCCCCC1)CC(=O)NC1=NOC=C1C)=O)C 1-(2-((2-((2-methoxyethyl)carbamoyl)-4-methylthiophen-3-yl)amino)-2-oxoethyl)-1-(2-((4-methylisoxazol-3-yl)amino)-2-oxoethyl)azepan-1-ium